2-(5-cyclopropyl-1,3,4-oxadiazol-2-yl)-N-[(dimethylamino)methylidene]-5-nitrobenzenesulfonamide C1(CC1)C1=NN=C(O1)C1=C(C=C(C=C1)[N+](=O)[O-])S(=O)(=O)N=CN(C)C